O[C@H]1C[C@H]2C[C@H]([C@H]3[C@@H]4CC[C@H]([C@@H](CCC(=O)O)C)[C@]4([C@H](C[C@@H]3[C@]2(CC1)C)O)C)O 3a,7a,12a-trihydroxy-5β-cholanic acid